(2R)-N-((S)-(3-chloro-4-fluorophenyl)(5-chloro-6-(trifluoromethyl)pyridin-3-yl)methyl)-2-methyl-3-oxopiperazine-1-carboxamide ClC=1C=C(C=CC1F)[C@H](NC(=O)N1[C@@H](C(NCC1)=O)C)C=1C=NC(=C(C1)Cl)C(F)(F)F